C1(=CC=CC=C1)C1(N(N1F)F)F phenyl-trifluorodiazirine